FC1=C(C(=CC=C1)OC)C=1C=C2C(=CN1)NN=C2NC(C2=CC(=CC=C2)N2CCOCC2)=O N-(5-(2-Fluoro-6-methoxyphenyl)-1H-pyrazolo[3,4-c]pyridin-3-yl)-3-morpholinobenzamide